COC=1C=C(C(=O)[O-])C=C(C1)NCC1OCC1 3-methoxy-5-((oxetan-2-ylmethyl)amino)benzoate